C(C)(CC)N1N=CC=2N=C(N=C(C21)N[C@@H](C=2C=NC1=CC=CC=C1C2)C2CC2)C=2C=NN(C2)CCF {1-sec-Butyl-5-[1-(2-fluoro-ethyl)-1H-pyrazol-4-yl]-1H-pyrazolo[4,3-d]pyrimidin-7-yl}-((R)-cyclopropyl-quinolin-3-yl-methyl)-amin